2,2-bis(4-amino-3-methylcyclohexyl)-propane NC1C(CC(CC1)C(C)(C)C1CC(C(CC1)N)C)C